N1(CCCC1)C(=O)C1(CCCCC1)CNC(=O)C1=CC2=C(S1)CCCCCC2 N-{[1-(pyrrolidine-1-carbonyl)cyclohexyl]methyl}-4H,5H,6H,7H,8H,9H-cycloocta[b]thiophene-2-carboxamide